4-(3-Chloroanilino)-2'-[(2R)-3-{[(5R,8R)-5,8-dimethyl-5,6,7,8-tetrahydroquinolin-4-yl]oxy}-2-methylpropyl]-5'-fluoro-2',3'-dihydrospiro[cyclohexane-1,1'-indene]-4-carboxylic acid ClC=1C=C(NC2(CCC3(C(CC4=CC(=CC=C34)F)C[C@H](COC3=CC=NC=4[C@@H](CC[C@H](C34)C)C)C)CC2)C(=O)O)C=CC1